C[C@@H](CC)N1C(=CC=C1CCO)C(=O)OCC Ethyl 1-[(2S)-butane-2-yl]-5-(2-hydroxyethyl)-1H-pyrrole-2-carboxylate